(1R,4s)-4-(8-(2,4-dichloro-6-fluorophenylamino)-2-((3S,4S)-3-methyltetrahydro-2H-pyran-4-ylamino)-9H-purin-9-yl)cyclohexanecarboxamide ClC1=C(C(=CC(=C1)Cl)F)NC=1N(C2=NC(=NC=C2N1)N[C@@H]1[C@@H](COCC1)C)C1CCC(CC1)C(=O)N